FC1=C2C=CC(=NC2=C(C=C1)C1=C(C=CC=C1)OCC(F)(F)F)NC(=O)[C@@H]1C[C@H](C1)O trans-N-(5-fluoro-8-(2-(2,2,2-trifluoroethoxy)phenyl)quinolin-2-yl)-3-hydroxycyclobutane-1-carboxamide